chlorothiazol ClC=1SC=CN1